3,6-dibromo-2-methyl-benzaldehyde BrC=1C(=C(C=O)C(=CC1)Br)C